3,6-dimethoxyanthracen-9(10H)-one COC=1C=CC=2C(C3=CC=C(C=C3CC2C1)OC)=O